acryloxynaphthalene C(C=C)(=O)OC1=CC=CC2=CC=CC=C12